ClC1=CC=C(C=C1)[C@H](C)NC=1N=CC2=C(N1)N(C(C=C2)=O)CC(F)(F)F 2-{[(1S)-1-(4-Chlorophenyl)ethyl]amino}-8-(2,2,2-trifluoroethyl)pyrido[2,3-d]pyrimidin-7(8H)-on